FC1(CC(C1)OC=1C=C(C(=C(C(=O)NCC=2C(NC(=CC2C)C)=O)C1)C)N(C1CCOCC1)CC)F 5-(3,3-Difluorocyclobutoxy)-N-((4,6-dimethyl-2-oxo-1,2-dihydropyridin-3-yl)methyl)-3-(ethyl-(tetrahydro-2H-pyran-4-yl)amino)-2-methylbenzamide